(S)-(3-chloro-2,4-difluorophenyl)((1r,3S)-3-(trifluoromethyl)cyclobutyl)methanamine oxalate C(C(=O)O)(=O)O.ClC=1C(=C(C=CC1F)[C@@H](N)C1CC(C1)C(F)(F)F)F